CC1COCC(N1C(C(=O)O)=O)C1=NC=C(C=C1)OC(F)(F)F 2-(3-methyl-5-(5-(trifluoromethoxy)pyridin-2-yl)morpholino)-2-oxoacetic acid